3-([1,1'-biphenyl]-4-yl)propionitrile C1(=CC=C(C=C1)CCC#N)C1=CC=CC=C1